NC1=NC=2C=C(C=CC2C2=C1N=C(N2CC(CO)(C)CO)COCC)CCCN2CCN(CC2)C(CCCCCCCCCCCCCCCCC)=O 1-(4-(3-(4-amino-2-(ethoxymethyl)-1-(3-hydroxy-2-(hydroxymethyl)-2-methylpropyl)-1H-imidazo[4,5-c]quinolin-7-yl)propyl)piperazin-1-yl)octadecan-1-one